3-(3,5-dihydroxyphenyl)-2-propenoic acid OC=1C=C(C=C(C1)O)C=CC(=O)O